C1=CC=C(C=2C3=CC=CC=C3C=CC12)NC1=CC=C(C=C1)C(C)(C)C N-(4-phenanthryl)-4-tert-butylaniline